5-fluoro-2-((trimethylsilyl)ethynyl)pyridine FC=1C=CC(=NC1)C#C[Si](C)(C)C